6-bromo-3-(pyridin-2-yl)quinazolin-4(3H)-one BrC=1C=C2C(N(C=NC2=CC1)C1=NC=CC=C1)=O